4'-methyl-5'-oxo-2'-((6-((tetrahydro-2H-pyran-4-yl)amino)pyrimidin-4-yl)amino)-5',6'-dihydrospiro[cyclohexane-1,7'-pyrrolo[3,4-b]pyridine] 1'-oxide CC1=C2C(=[N+](C(=C1)NC1=NC=NC(=C1)NC1CCOCC1)[O-])C1(NC2=O)CCCCC1